tert-Butyl 4-[(8'-methyl-1',5'-dioxo-1',5'-dihydro-2'H-spiro[cyclobutane-1,3'-imidazo[1,5-a]pyridin]-6'-yl)amino]-5,7-dihydro-6H-pyrrolo[3,4-d]pyrimidine-6-carboxylate CC1=C2N(C(C(=C1)NC=1C3=C(N=CN1)CN(C3)C(=O)OC(C)(C)C)=O)C3(NC2=O)CCC3